ClC1=CC(=C(C=C1)[C@@]1(OC2=C(O1)C=CC=C2C2CCN(CC2)CC2=C(C=C(C=N2)CCC(=O)OCC)CC2(CC2)C#N)C)F ethyl (S)-3-(6-((4-(2-(4-chloro-2-fluorophenyl)-2-methylbenzo[d][1,3]dioxol-4-yl)piperidin-1-yl)methyl)-5-((1-cyanocyclopropyl)methyl)pyridin-3-yl)propanoate